FC(OC=1C=2N(C=C(C1)C(F)(F)F)C[C@@]1(CSCC3=CC(=CC=C13)F)N2)F (S)-8-(difluoromethoxy)-7'-fluoro-6-(trifluoromethyl)-3H-spiro[imidazo[1,2-a]pyridine-2,4'-isothiochromane]